ClC=1C=C(C=CC1)C1CCC(C2=CC=CC=C12)NC 4-(3-chlorophenyl)-1,2,3,4-tetrahydro-N-methyl-1-naphthylamine